FC=1C=C(C=CC1F)NC(=O)N1[C@H]2CC[C@@H]1CC=1N=CN=CC12 (5S,8R)-N-(3,4-difluorophenyl)-6,7,8,9-tetrahydro-5H-5,8-epiminocyclohepta[d]pyrimidine-10-carboxamide